C1(CC1)OC1=CC=C(C=C1)[NH-] [4-(cyclopropoxy)phenyl]amide